3-ISOPROPYL-CYCLOBUTANECARBOXYLIC ACID C(C)(C)C1CC(C1)C(=O)O